NC1=NC=C(C=C1C(=O)N[C@@H]1[C@H](CCC1)OCC1=CC=C(C=C1)C=1C=C2CC(CC2=CC1)NC(=O)C1CN(C1)C)C=1C=NN(C1)C 2-amino-N-{(1S,2S)-2-[(4-{2-[(1-methylazetidine-3-carbonyl)amino]-2,3-dihydro-1H-inden-5-yl}phenyl)methoxy]cyclopentyl}-5-(1-methyl-1H-pyrazol-4-yl)pyridine-3-carboxamide